2,3,5,6-tetraazabenzo[cd]azulene C=1NC2=C3C(N=CC=CC13)=NC=N2